NC=1N=CC2=C(N1)NC(C(=C2C#C[Si](C(C)C)(C(C)C)C(C)C)C)=O amino-6-methyl-5-[2-(triisopropylsilyl)ethynyl]-8H-pyrido[2,3-d]pyrimidin-7-one